[Br-].C(CCCCCCCCCCCCCCCCCCC)[N+](C)(C)C eicosyl-trimethyl-ammonium bromide